[Si](C)(C)(C(C)(C)C)OCCN(C(C(F)(F)F)=O)[C@H]1C[C@H](NCC1)C1=CC=CC=C1 N-(2-((tert-Butyldimethylsilyl)oxy)ethyl)-2,2,2-trifluoro-N-((2S,4R)-2-phenylpiperidin-4-yl)acetamide